1-{Amino[5-(2-hydroxypropan-2-yl)-1,3-thiazol-2-yl]oxo-λ6-sulfanylidene}-3-(8-bromo-1,2,3,5,6,7-hexahydro-s-indacen-4-yl)urea NS(=NC(=O)NC1=C2CCCC2=C(C=2CCCC12)Br)(=O)C=1SC(=CN1)C(C)(C)O